C(C)(C)(C)N(C(=O)OC[C@H](NC(CNC(CC(CCCCCCCCCC(CCC)C)OC(CCCCCCCCCCCC(C)C)=O)=O)=O)C(=O)O)C[C@@]1(OC2=C([C@@H]1O)C(=C(C(=C2)F)Cl)Br)C2=CC=CC=C2 N-((3-(13-methyl-tetradecanoyloxy)-13-methyl-hexadecanoyl)glycyl)serine tert-butyl-(((2S,3S)-4-bromo-5-chloro-6-fluoro-3-hydroxy-2-phenyl-2,3-dihydrobenzofuran-2-yl)methyl)carbamate